NC1=CC(=NC=N1)NC1=CC(=C2N(C1=O)C1(NC2=O)C2CC3CC(CC1C3)C2)C 6'-[(6-aminopyrimidin-4-yl)amino]-8'-methyl-2'H-spiro[adamantane-2,3'-imidazo[1,5-a]pyridine]-1',5'-dione